N-aminomethyl-2-aminoethyl-triethoxysilane NCNCC[Si](OCC)(OCC)OCC